NC1=CC(=CC2=C1NCCNC2=O)F 9-amino-7-fluoro-1,2,3,4-tetrahydro-5H-benzo[e][1,4]diazepin-5-one